BrC1=CC=C(C=C1)CCCNC=1C2=C(N=C(N1)Cl)SC(=C2)C N-(3-(4-bromophenyl)propyl)-2-chloro-6-methylthieno[2,3-d]pyrimidin-4-amine